BrC1=CC=CC2=C1SC(=C2CC(F)(F)F)C=C2CCC(CC2)NC(OC(C)(C)C)=O tert-butyl (4-((7-bromo-3-(2,2,2-trifluoroethyl)benzo[b]thiophen-2-yl)methylene)cyclohexyl)carbamate